1-(o-tolylmethyl)-1,2,4-triazole-3-carboxylic acid C1(=C(C=CC=C1)CN1N=C(N=C1)C(=O)O)C